C(C1=CC=CC=C1)OC(=O)NC(C(=O)NCC=1C=C(OCCC2CN(CCC2)C(CCC(=O)OCC)=O)C=CC1C)C=1C=NN(C1)C ethyl 4-(3-(2-(3-((2-(((benzyloxy)carbonyl)amino)-2-(1-methyl-1H-pyrazol-4-yl)acetamido)methyl)-4-methylphenoxy)ethyl)piperidin-1-yl)-4-oxobutanoate